((1s,3s)-3-Hydroxy-3-methylcyclobutyl)(7-(4,5,6,7-tetrahydropyrazolo[1,5-a]pyridin-2-yl)-2-azaspiro[3.5]nonan-2-yl)methanon OC1(CC(C1)C(=O)N1CC2(C1)CCC(CC2)C2=NN1C(CCCC1)=C2)C